O1CC(C1)N1CCC(CC1)N 1-(3-oxetanyl)-4-piperidinamine